FC1=CC=C(C=C1)C=1C(=NC=CC1)C1N(CCC1)C1=NC(=CC(=C1)C(F)(F)F)C(F)(F)F 2-[2-[3-(4-fluorophenyl)pyridin-2-yl]pyrrolidin-1-yl]-4,6-bis(trifluoromethyl)pyridine